N-(4-(4-amino-5-(3-methoxy-4-((6-methylpyridin-2-yl)oxy)phenyl)-7H-pyrrolo[2,3-d]pyrimidin-6-yl)phenyl)but-2-ynamide NC=1C2=C(N=CN1)NC(=C2C2=CC(=C(C=C2)OC2=NC(=CC=C2)C)OC)C2=CC=C(C=C2)NC(C#CC)=O